2,6-Dimethyl-3-propan-2-yl-5-(4,4,5,5-tetramethyl-1,3,2-dioxaborolan-2-yl)thieno[3,2-c]pyrazole CN1N=C2C(=C1C(C)C)SC(=C2C)B2OC(C(O2)(C)C)(C)C